β-D-Glucopyranosyl-3-(3'-hydroxytetradecanoyloxy)decanoate [C@@H]1([C@H](O)[C@@H](O)[C@H](O)[C@H](O1)CO)OC(CC(CCCCCCC)OC(CC(CCCCCCCCCCC)O)=O)=O